(S)-(+)-Nitrophenylalanine methyl ester COC([C@@H](N[N+](=O)[O-])CC1=CC=CC=C1)=O